6-vinyl-2,3-dihydrobenzo[b][1,4]dioxine C(=C)C1=CC2=C(OCCO2)C=C1